C1(CC1)CONC(C1=CC(=C(C=C1)F)F)=O N-cyclopropylmethoxy-3,4-difluoro-benzamide